(cis)-N-(5-chloro-6-(2H-1,2,3-triazol-2-yl)pyridin-3-yl)-2-fluoro-8-methyl-8-(thiazol-5-yl)-7,8-dihydro-6H-cyclopenta[e]pyrazolo[1,5-a]pyrimidine-6-carboxamide ClC=1C=C(C=NC1N1N=CC=N1)NC(=O)[C@@H]1C[C@@](C2=C1C=NC=1N2N=C(C1)F)(C1=CN=CS1)C